ClCC(C)=C1C(C(C1)COCC1=CC=CC=C1)(C)C [3-(2-chloro-1-methylethylidene)-2,2-dimethylcyclobutyl]methoxymethylbenzene